tert-butyl (cis)-3,3-difluoro-4-(5-methoxy-5-oxopentan-2-yl)hexahydropyrrolo[3,2-b]pyrrole-1(2H)-carboxylate FC1([C@H]2[C@@H](N(C1)C(=O)OC(C)(C)C)CCN2C(C)CCC(=O)OC)F